4-(3,8-diazabicyclo[3.2.1]octan-8-yl)-7-(8-chloronaphthalen-1-yl)-2-(((S)-methylpyrrolidin-2-yl)methoxy)-5,6,7,8-tetrahydropyrido[3,4-d]pyrimidine C12CNCC(CC1)N2C=2C1=C(N=C(N2)OC[C@H]2N(CCC2)C)CN(CC1)C1=CC=CC2=CC=CC(=C12)Cl